[Ti].[Sn].[Cu] copper-tin titanium